NC=1C(N(C(=CN1)Br)CC(=O)OC)=O methyl 2-(3-amino-6-bromo-2-oxopyrazin-1(2H)-yl)acetate